2,3-Dibromonaphthalin BrC1=CC2=CC=CC=C2C=C1Br